CN(C=1SC2=C(N1)SC(=N2)C2=C(C=C(C=C2)C=2C=NNC2)O)[C@@H]2CNCC2 2-(5-{Methyl[(3S)-pyrrolidin-3-yl]amino}[1,3]thiazolo[5,4-d][1,3]thiazol-2-yl)-5-(1H-pyrazol-4-yl)phenol